8-(difluoromethoxy)-2,2,14,14-tetramethylpentadecanedioic acid FC(OC(CCCCCC(C(=O)O)(C)C)CCCCCC(C(=O)O)(C)C)F